N-(2-(4-formylphenyl)-vinyl)-N,N-diphenylamine C(=O)C1=CC=C(C=C1)C=CN(C1=CC=CC=C1)C1=CC=CC=C1